CC=1C(=C(C=C(C1O)C(C)(C)C)C1=CC=C(C(=C1)C(C)(C)C)O)C dimethyl-5,5'-di-tert-butyl-biphenyl-4,4'-diol